3-bromo-5-[(6-methyl-3-pyridyl)thio]Pyridine cerium-cerium [Ce].[Ce].BrC=1C=NC=C(C1)SC=1C=NC(=CC1)C